(1-((2-methoxypyridin-4-yl)methyl)-1H-pyrazol-4-yl)methylamine hydrochloride Cl.COC1=NC=CC(=C1)CN1N=CC(=C1)CN